1-(5-chloro-3-fluoropyridin-2-yl)-4-(4-chlorobenzyl)-3-(3-hydroxybicyclo[1.1.1]pentan-1-yl)piperazine-2,5-dione ClC=1C=C(C(=NC1)N1C(C(N(C(C1)=O)CC1=CC=C(C=C1)Cl)C12CC(C1)(C2)O)=O)F